4-[5-(3,5-dichlorophenyl)-5-(trifluoromethyl)-4,5-dihydro-1,2-oxazol-3-yl]-2-methyl-N-[2-oxo-2-[(2,2,2-trifluoroethyl)amino]ethyl]benzamide ClC=1C=C(C=C(C1)Cl)C1(CC(=NO1)C1=CC(=C(C(=O)NCC(NCC(F)(F)F)=O)C=C1)C)C(F)(F)F